Sodium [4-(4-{5-[6-cyclopropyl-5-(trifluoromethyl)pyridin-3-yl]-7-[{[1-(methoxymethyl)cyclopentyl]methyl}(methyl)amino]-1H-imidazo[4,5-b]pyridin-2-yl}phenoxy)piperidin-1-yl]acetate C1(CC1)C1=C(C=C(C=N1)C1=CC(=C2C(=N1)N=C(N2)C2=CC=C(OC1CCN(CC1)CC(=O)[O-])C=C2)N(C)CC2(CCCC2)COC)C(F)(F)F.[Na+]